ClC=1C=CC2=C(OCCN(S2(=O)=O)[C@H](C(=O)OC(C)(C)C)C(C)C2=C(C(=CC=C2F)C)C)C1C(C)OS(=O)(=O)C tert-butyl (2S)-2-{7-chloro-6-[1-(methanesulfonyloxy)ethyl]-1,1-dioxo-3,4-dihydro-5,1lambda6,2-benzoxathiazepin-2-yl}-3-(6-fluoro-2,3-dimethylphenyl)butanoate